CC=1C(=NC=CC1)S(=O)(=O)NC=1C=CC=C2C=CC(=NC12)N1CCOCC1 3-methyl-N-(2-morpholinoquinolin-8-yl)pyridine-2-sulfonamide